1-Ethyl 4,6-dibromopyridine-3-carboxylate BrC1=C(C=NC(=C1)Br)C(=O)OCC